[Gd].C(CCC)OC1=CC=C(C=C1)CCCC[C@@H](C(=O)O)N1CCN(CCN(CCN(CC1)[C@H](C(=O)O)CO)[C@H](C(=O)O)CO)C(C(=O)O)CO (2S,2'S)-2,2',2''-{10-[(1S)-5-(4-butoxyphenyl)-1-carboxypentyl]-1,4,7,10-tetraazacyclododecane-1,4,7-triyl}tris(3-hydroxypropionic acid) gadolinium